N-((4R,5S,7R,8R,9S,10R)-8,10-dihydroxy-7-(hydroxymethyl)-9-(4-(3,4,5-Trifluorophenyl)-1H-1,2,3-triazol-1-yl)-1,6-dioxaspiro[4.5]decan-4-yl)-2'-fluoro-[1,1'-biphenyl]-3-carboxamide O[C@H]1[C@H](O[C@@]2([C@@H](CCO2)NC(=O)C=2C=C(C=CC2)C2=C(C=CC=C2)F)[C@@H]([C@H]1N1N=NC(=C1)C1=CC(=C(C(=C1)F)F)F)O)CO